(S)-Methyl 2-(4-chloro-3-((5-(((S)-1-(3-isopropylphenyl)ethyl)carbamoyl)-2,3-dimethyl-1H-indol-1-yl)methyl)phenoxy)propanoate ClC1=C(C=C(O[C@H](C(=O)OC)C)C=C1)CN1C(=C(C2=CC(=CC=C12)C(N[C@@H](C)C1=CC(=CC=C1)C(C)C)=O)C)C